C(#N)CC[C@@]1(C[C@H](N(C1=O)C(=O)OC(C)(C)C)C(=O)OCC)C(=O)OCC 1-(t-butyl) 2,4-diethyl (2S,4S)-4-(2-cyanoethyl)-5-oxopyrrolidine-1,2,4-tricarboxylate